ethyl 7-cyclopentyl-2-oxo-1H-quinoline-3-carboxylate C1(CCCC1)C1=CC=C2C=C(C(NC2=C1)=O)C(=O)OCC